rel-6-((2R*,3S*,4S*,5R*)-3-(3,4-Difluoro-2-methoxyphenyl)-4,5-dimethyl-5-(trifluoromethyl)tetrahydrofuran-2-yl)-3-((S)-1-hydroxyethyl)-2-methylpyridin-4(1H)-one FC=1C(=C(C=CC1F)[C@H]1[C@@H](O[C@]([C@H]1C)(C(F)(F)F)C)C1=CC(C(=C(N1)C)[C@H](C)O)=O)OC |o1:8,9,11,12,26|